methyl 3-(2-methyl-3-oxo-2,3-dihydro-[1,2,4]triazolo[4,3-a]pyridin-7-yl)-1a,2,3,7b-tetrahydro-1H-cyclopropa[c][1,8]naphthyridine-6-carboxylate CN1N=C2N(C=CC(=C2)N2CC3C(C=4C=C(C=NC24)C(=O)OC)C3)C1=O